[O-2].[Fe+2].[Al+3].[Ni+2].[Co+2] cobalt-nickel-aluminum-iron oxide